ClC1=C(C=CC=C1C)C1N(CCC1O)C(=O)[O-] 2-(2-chloro-3-methyl-phenyl)-3-hydroxy-pyrrolidine-1-carboxylate